(2-cyclopropyl-2-(3-(((trans)-4-(2-fluoro-5-methoxyphenyl)cyclohexyl)methoxy)phenyl)ethyl)phosphonic acid C1(CC1)C(CP(O)(O)=O)C1=CC(=CC=C1)OC[C@@H]1CC[C@H](CC1)C1=C(C=CC(=C1)OC)F